N'-(2-chlorophenyl)-3-(difluoromethyl)-1-(thiazol-2-yl)-1H-pyrazole-4-carbohydrazide ClC1=C(C=CC=C1)NNC(=O)C=1C(=NN(C1)C=1SC=CN1)C(F)F